N-((2-hydroxynaphthalen-1-yl)(pyridin-4-yl)methyl)acetamide OC1=C(C2=CC=CC=C2C=C1)C(NC(C)=O)C1=CC=NC=C1